C(#N)CC1CC(C1)(C1=NN=CN1C)C=1C=C(C=CC1)NC(=O)C=1C=2N(C=C(C1)CN[C@@H](C)C1CC1)C=CN2 N-(3-((1s,3R)-3-(cyanomethyl)-1-(4-methyl-4H-1,2,4-triazol-3-yl)cyclobutyl)phenyl)-6-((((S)-1-cyclopropylethyl)amino)methyl)imidazo[1,2-a]pyridine-8-carboxamide